trans-4-(triisopropylsilyloxymethyl)cyclohexanol C(C)(C)[Si](OC[C@@H]1CC[C@H](CC1)O)(C(C)C)C(C)C